(1R,3S,5S)-3-((7-((1-(tert-butoxycarbonyl)-5-methyl-1H-pyrazol-3-yl)amino)-1,6-naphthyridin-5-yl)amino)-9-azabicyclo[3.3.1]nonane-9-carboxylic acid tert-butyl ester C(C)(C)(C)OC(=O)N1[C@H]2CC(C[C@@H]1CCC2)NC2=C1C=CC=NC1=CC(=N2)NC2=NN(C(=C2)C)C(=O)OC(C)(C)C